C(C)(=O)NC1=C(C=CC=C1)C1=NC2=C(N1C=1C=C3CCC(NC3=CC1)=O)C=CC(=C2)C(=O)NC 2-(2-acetamidophenyl)-N-methyl-1-(2-oxo-3,4-dihydro-1H-quinolin-6-yl)benzimidazole-5-carboxamide